CN(C)C=C(C(=O)[O-])C(CC(=O)[O-])=O 2-((dimethylamino) methylene)-3-oxoglutarate